FC(OC1=C(C(=CC=C1)F)C1=C(C=NC(=C1)C)C(=O)NC=1SC(=NN1)OCC1=NC=C(N=C1)CO)F 4-(2-(difluoromethoxy)-6-fluorophenyl)-N-(5-((5-(hydroxymethyl)pyrazin-2-yl)methoxy)-1,3,4-thiadiazol-2-yl)-6-methylpyridine-3-carboxamide